ClC=1C(=CC=C2N=CC(=NC12)C=1C=NN(C1)C(C)(C)C1CC(C1)(F)F)OC=1C=CC2=C(NC(=N2)C)C1 8-chloro-2-(1-(2-(3,3-difluorocyclobutyl)propan-2-yl)-1H-pyrazol-4-yl)-7-((2-methyl-1H-benzo[d]imidazol-6-yl)oxy)quinoxalin